[Si]=[Fe]=[Si] Iron disilicide